(2S,2'S)-3,3'-((piperazine-1,4-diylbis(methylene))bis(3,1-phenylene))bis(2-((R)-pyrrolidin-3-yl)propanoic acid) N1(CCN(CC1)CC=1C=C(C=CC1)C[C@H](C(=O)O)[C@@H]1CNCC1)CC=1C=C(C=CC1)C[C@H](C(=O)O)[C@@H]1CNCC1